ethyl-2,4-dichloropyrimidine C(C)C=1C(=NC(=NC1)Cl)Cl